ClC1=C(C(=O)NCC(=O)N[C@@H](CC(C)C)B2OC(CO[C@@H](C(O2)=O)C)=O)C=C(C=C1)Cl 2,5-dichloro-N-(2-(((R)-3-methyl-1-((R)-5-methyl-4,8-dioxo-1,3,6,2-trioxaborocan-2-yl)butyl)amino)-2-oxoethyl)benzamide